C1(CC1)SC=1C=CC(=C(C1)C1=C(C=NN1COCC[Si](C)(C)C)C1=NN2C(N=CC=C2)=C1C(=O)N)OC(F)F [5-[5-(cyclopropylsulfanyl)-2-(difluoromethoxy)phenyl]-1-[[2-(trimethylsilyl)ethoxy]methyl]-1H-pyrazol-4-yl]pyrazolo[1,5-a]pyrimidine-3-carboxamide